1,2-Bis((2R,5R)-2,5-diisopropylphospholan-1-yl)ethane C(C)(C)[C@@H]1P([C@H](CC1)C(C)C)CCP1[C@H](CC[C@@H]1C(C)C)C(C)C